NC1=CC=C(N=N1)C1CCN(CC1)C(=O)C1=NC=C(C(=C1)OC)Br [4-(6-amino-pyridazin-3-yl)-piperidin-1-yl]-(5-bromo-4-methoxy-pyridin-2-yl)-methanone